S(=O)(=O)(O)O.O=C1N(C2CCCN1C2)[Na] 7-oxo-1,6-diazabicyclo[3.2.1]oct-6-yl-sodium sulfate